C1(CCC1)[C@H](C1=CC=2N(N=C1)C=C(N2)[C@H](C2CCC(CC2)(F)F)NC(OC(C)(C)C)=O)NC(CC2CC(C2)(F)F)=O |o1:4| tert-Butyl ((S)-(7-((R*)-cyclobutyl(2-(3,3-difluorocyclobutyl)acetamido)methyl)imidazo[1,2-b]pyridazin-2-yl)(4,4-difluorocyclohexyl)methyl)carbamate